1-Ethyl 5-[(2R)-2-methylmorpholin-4-yl]pyrazolo[1,5-a]pyrimidine-3-carboxylate C[C@@H]1CN(CCO1)C1=NC=2N(C=C1)N=CC2C(=O)OCC